ethyl (3S)-3-(1,4-dimethyl-1H-benzotriazol-5-yl)-3-(7-{[(2R,5S)-2-ethyl-5-methyl-2,3-dihydropyrido[2,3-f][1,4]oxazepin-4(5H)-yl]methyl}-2,3-dihydro-1H-inden-5-yl)propanoate CN1N=NC2=C1C=CC(=C2C)[C@@H](CC(=O)OCC)C=2C=C1CCCC1=C(C2)CN2C[C@H](OC1=C([C@@H]2C)N=CC=C1)CC